(3-(3-chloro-2-fluorophenoxy)-6-methylpyridazin-4-yl)(methoxy)methylene-1-(2,4-dimethylbenzyl)hydrazine-1-carboxylate ClC=1C(=C(OC=2N=NC(=CC2OC(=O)N(N=COC)CC2=C(C=C(C=C2)C)C)C)C=CC1)F